3-(1-cyanoethyl)-N-[(1s,4s)-4-{[6-chloro-2-(trifluoromethyl)quinolin-4-yl]amino}cyclohexyl]benzamide C(#N)C(C)C=1C=C(C(=O)NC2CCC(CC2)NC2=CC(=NC3=CC=C(C=C23)Cl)C(F)(F)F)C=CC1